3-(6-((S)-3-methyl-4-(piperidin-4-ylmethyl)piperazin-1-yl)pyridin-3-yl)piperidine-2,6-dione C[C@H]1CN(CCN1CC1CCNCC1)C1=CC=C(C=N1)C1C(NC(CC1)=O)=O